methyl 3-[[11-ethyl-9-(3-hydroxypropyl)-1,9-diazatricyclo[6.3.1.04,12]dodeca-2,4(12),5,7-tetraene-2-carbonyl]amino]-5-methoxy-4-(prop-2-ynylamino)benzoate C(C)C1CN(C2=CC=CC=3C=C(N1C32)C(=O)NC=3C=C(C(=O)OC)C=C(C3NCC#C)OC)CCCO